O[C@]1(C(NC2=CC=CC=C12)=O)C (R)-(+)-3-Hydroxy-3-methylindolin-2-one